C(C=C)(=O)C(N(C)C)CS(=O)(=O)[O-].[Na+].C(C=C)(=O)OCCO Hydroxyethyl Acrylate Sodium Acryloyldimethyl-Taurate